COC1=C(C=C(C=C1)OCC(F)(F)F)C(C)NC(=O)NC1CC2(C1)CCC2 1-{1-[2-Methoxy-5-(2,2,2-trifluoro-ethoxy)-phenyl]-ethyl}-3-spiro[3.3]hept-2-yl-urea